(1R,9S)-1-Amino-9-ethyl-5-fluoro-9-hydroxy-1-(hydroxymethyl)-4-methyl-1,2,3,9,12,15-hexahydro-10H,13H-benzo[de]pyrano[3',4':6,7]indolizino[1,2-b]quinoline-10,13-dione hydrochloride Cl.N[C@@]1(CCC=2C=3C1=C1C(=NC3C=C(C2C)F)C2=CC3=C(C(N2C1)=O)COC([C@]3(O)CC)=O)CO